tert-butyl 3-(((benzyloxy)carbonyl)amino)-5-(3-(4,4,5,5-tetramethyl-1,3,2-dioxaborolan-2-yl)cyclopent-2-en-1-yl)-1H-pyrazole-1-carboxylate C(C1=CC=CC=C1)OC(=O)NC1=NN(C(=C1)C1C=C(CC1)B1OC(C(O1)(C)C)(C)C)C(=O)OC(C)(C)C